1,2-dibutyl-4-(4,7-dihydroxy-5-methylbenzo[d][1,3]dithiol-2-ylidene)pyrazolidine-3,5-dione C(CCC)N1N(C(C(C1=O)=C1SC2=C(S1)C(=CC(=C2O)C)O)=O)CCCC